dimethyl sulfoxide fluorine [F].CS(=O)C